ClC1=C(C=C(C(=C1)C)C)[N+](=O)[O-] 1-chloro-4,5-dimethyl-2-nitrobenzene